C(CCCCCCCCCCCCCCC=C)=O 16-heptadecenal